4-((4-fluorophenyl)amino)-6-acetylamino-1H-indole-2-carboxylic acid FC1=CC=C(C=C1)NC1=C2C=C(NC2=CC(=C1)NC(C)=O)C(=O)O